5-(3-formylbenzoyl)amino-3-(1,4,5,6,7,8,9-heptahydroquinolizin-2-yl)-1H-indole C(=O)C=1C=C(C(=O)NC=2C=C3C(=CNC3=CC2)C=2CC3CCCCN3CC2)C=CC1